BrC1=CN=C2N1N=C(C=C2)N2CCOCC2 3-bromo-6-morpholinoimidazo[1,2-b]pyridazine